C(CCC)OCC(C(=O)OCCCC)C Butyl β-butoxyisobutyrate